C1N(CC12CCNCC2)C2=NC1=CC=C(C=C1C=N2)CCC=2C=NC=CC2 (2,7-diazaspiro[3.5]non-2-yl)-6-(2-pyridin-3-ylethyl)quinazoline